C(CCCCCC)C1=NN(C=2C3=C(C(C(C12)=O)=O)C=CC=C3)C3=CC=CC=C3 3-heptyl-1-phenyl-1H-benzo[g]indazole-4,5-dione